3,6-bis[2-(methylthio)ethyl]-2,5-piperazinedione CSCCC1C(NC(C(N1)=O)CCSC)=O